N1N=C(C=C1)OC(CO)(C)C 2-(1H-pyrazol-3-yl)oxy-2-methyl-1-propanol